N-((1R,4R)-4-hydroxycyclohexyl)nicotinamide tert-butyl-1-[[benzyloxycarbonyl-(methyl)amino]methyl]-3-azabicyclo[3.1.1]heptane-3-carboxylate C(C)(C)(C)OC(=O)N1CC2(CC(C1)C2)CN(C)C(=O)OCC2=CC=CC=C2.OC2CCC(CC2)NC(C2=CN=CC=C2)=O